2-(1-cyclobutyl-4-hydroxy-1H-pyrazol-3-yl)cyclopropane-1-carbonitrile hydroxide [OH-].C1(CCC1)N1N=C(C(=C1)O)C1C(C1)C#N